[O-2].[Na+].[B+3].[O-2] BORON SODIUM OXIDE